N-(3',4',5'-trifluoro[1,1'-biphenyl]-2-yl)acetamide tert-butyl-(R)-3-(((tert-butoxycarbonyl)(imidazo[1,2-a]pyridin-6-yl)amino)amino)piperidin-1-carboxylate C(C)(C)(C)OC(=O)N1C[C@@H](CCC1)NN(C=1C=CC=2N(C1)C=CN2)C(=O)OC(C)(C)C.FC=2C=C(C=C(C2F)F)C2=C(C=CC=C2)NC(C)=O